BrC=1C(=NC(=NC1)NC1=CC=C(C=C1)S(NCCOCCOCCO)(=O)=O)NC1=C(C(=O)N)C(=CC=C1)F 2-[[5-bromo-2-[4-[2-[2-(2-hydroxyethoxy)ethoxy]ethyl-sulfamoyl]anilino]pyrimidin-4-yl]amino]-6-fluorobenzamide